5-(2,3-dimethyl-3H-imidazo[4,5-b]pyridin-5-yl)-N-(cis-3-methoxycyclobutyl)pyrrolo[2,1-f][1,2,4]triazin-2-amine CC1=NC=2C(=NC(=CC2)C=2C=CN3N=C(N=CC32)N[C@@H]3C[C@@H](C3)OC)N1C